C(C)OC(CC1CCN(CC1)C1=NC(=NC(=C1)C1=CC=C(C=C1)Cl)C=1C=NC=CC1)=O (1-(6-(4-chlorophenyl)-2-(pyridin-3-yl)pyrimidin-4-yl)piperidin-4-yl)acetic acid ethyl ester